FC1=C(CN2C(C=3C=CC=NC3C(=C2)C(=O)O)=O)C=CC(=C1)C1=CC(=NC=C1)C 6-(2-Fluoro-4-(2-methylpyridin-4-yl)benzyl)-5-oxo-5,6-dihydro-1,6-naphthyridine-8-carboxylic acid